((2-(4-methoxybenzyl)hydrazino)methyl)-N-isopropylbenzamide COC1=CC=C(CNNCC2=C(C(=O)NC(C)C)C=CC=C2)C=C1